3-(trifluoromethyl)pyrrolidin-3-ol FC(C1(CNCC1)O)(F)F